methyl 1-(2-((6-(4-fluorophenyl)-4-(((6-methylpyridazin-3-yl)methyl)amino)quinazolin-8-yl)oxy)acetamido)cyclopropane-1-carboxylate FC1=CC=C(C=C1)C=1C=C2C(=NC=NC2=C(C1)OCC(=O)NC1(CC1)C(=O)OC)NCC=1N=NC(=CC1)C